COC1=CC(=C(C=C1)C1=C(C=C(C=C1)OC)N)N 4,4'-dimethoxy-2,2'-diaminobiphenyl